1-[6-[5-[(6-methyl-pyridazin-3-yl)amino]-benzimidazol-1-yl]-2-[2-methyl-5-(2,2,2-trifluoroethyl)-1,2,4-triazol-3-yl]-3-pyridyl]ethanol CC1=CC=C(N=N1)NC1=CC2=C(N(C=N2)C2=CC=C(C(=N2)C=2N(N=C(N2)CC(F)(F)F)C)C(C)O)C=C1